tert-butyl (3S,4R)-4-[[1-[1-(2,6-dioxo-3-piperidyl)-3-methyl-2-oxo-benzimidazol-4-yl] azetidin-3-yl]methoxy]-3-fluoro-piperidine-1-carboxylate O=C1NC(CCC1N1C(N(C2=C1C=CC=C2N2CC(C2)CO[C@H]2[C@H](CN(CC2)C(=O)OC(C)(C)C)F)C)=O)=O